C(#N)C1=CC=C(C=N1)NC(=O)C1=NC(=NC(=C1)C(F)(F)F)N1C=NC=C1 N-(6-cyanopyridin-3-yl)-2-(1H-imidazol-1-yl)-6-(trifluoromethyl)pyrimidine-4-carboxamide